6-(3-isopropyl-5-(1-propylazetidin-3-yl)-1H-indol-2-yl)-7,8-dimethyl-[1,2,4]triazolo[4,3-a]pyridine C(C)(C)C1=C(NC2=CC=C(C=C12)C1CN(C1)CCC)C=1C(=C(C=2N(C1)C=NN2)C)C